FC1(CCC(CC1)OC1=CC(=NC(=N1)N1N=C(C=C1C)C)N1CCOCC1)F 4-(6-((4,4-difluorocyclohexyl)oxy)-2-(3,5-dimethyl-1H-pyrazol-1-yl)pyrimidin-4-yl)morpholine